ClC=1C(=C(C=CC1F)[C@@H](NC(=O)[C@H]1NC(NC1)=O)C1CCN(CC1)C1(CC1)C(F)(F)F)F (S)-N-((S)-(3-chloro-2,4-difluorophenyl)(1-(1-(trifluoromethyl)cyclopropyl)piperidin-4-yl)methyl)-2-oxoimidazolidine-4-carboxamide